4-((6bR,10aS)-3-methyl-2,3,6b,9,10,10a-hexahydro-1H,7H-pyrido[3',4':4,5]pyrrolo[1,2,3-de]quinoxalin-8-yl)-1-(4-fluorophenyl)butan-1-ol CN1CCN2C=3C(=CC=CC13)[C@H]1[C@@H]2CCN(C1)CCCC(O)C1=CC=C(C=C1)F